(bromomethyl)-3-fluoro-5-nitrobenzene BrCC1=CC(=CC(=C1)[N+](=O)[O-])F